BrC1=CSC2=C1C=C(C=C2)Br 3,5-dibromobenzothiophene